C(C1=CC2=C(C=C1)O2)(=O)OCC2CC1C(CC2)O1 4-epoxycyclohexylmethyl 3,4-epoxybenzoate